CC1(C(CCC(C1)C)CC(=O)O)C 2-(2,2,4-trimethylcyclohexyl)acetic acid